CN(CCOC1=CC=C(NC=2N=CC3=C(N2)N(C(C(=C3)N3CCN(C2=C(C=CC=C32)C)C(C=C)=O)=O)C3COC3)C=C1)C 2-[4-[2-(dimethylamino)ethoxy]anilino]-6-(5-methyl-4-prop-2-enoyl-2,3-dihydroquinoxalin-1-yl)-8-(oxetan-3-yl)pyrido[2,3-d]pyrimidin-7-one